7-benzyloxy-chromone-3-formaldehyde C(C1=CC=CC=C1)OC1=CC=C2C(C(=COC2=C1)C=O)=O